(1R)-2-(7-cyclopropyl-2-{2-fluoro-4-[(3R)-3-methanesulfonylpyrrolidin-1-yl]phenyl}-pyrazolo[1,5-a]pyrimidine-5-carbonyl)-1-methyl-1,2,3,4-tetrahydroisoquinoline C1(CC1)C1=CC(=NC=2N1N=C(C2)C2=C(C=C(C=C2)N2C[C@@H](CC2)S(=O)(=O)C)F)C(=O)N2[C@@H](C1=CC=CC=C1CC2)C